ClC1=CC(=C(C=N1)C1=NC=C(C=C1)C(C(F)(F)F)(C)O)N[C@H](CCO)C (3S)-3-((6'-chloro-5-(1,1,1-trifluoro-2-hydroxypropan-2-yl)-[2,3'-bipyridin]-4'-yl)amino)butan-1-ol